tert-butyl-hexahydropyrrolo[3,4-c]pyrrole-2(1H)-carboxylate C(C)(C)(C)OC(=O)N1CC2CNCC2C1